NC1=C(C=C(C=C1)C1=CC=C(C=C1)F)NC(C1=CC=C(C=C1)S(=O)(=N)C1=C(C=CC=C1)F)=O N-[2-amino-5-(4-fluorophenyl)phenyl]-4-[(2-fluorophenyl)sulfonimidoyl]benzamide